4-fluoro-N-(3-((4-(6-phenylimidazo[2,1-b]thiazol-5-yl)pyrimidin-2-yl)amino)propyl)benzenesulfonamide FC1=CC=C(C=C1)S(=O)(=O)NCCCNC1=NC=CC(=N1)C1=C(N=C2SC=CN21)C2=CC=CC=C2